Neodymium (2,2-diethyl-decanoic acid) C(C)C(C(=O)O)(CCCCCCCC)CC.[Nd]